O[C@H](C)C1=CC2=C(N=C(N=C2)NC2=CC=C(C=N2)N2C(CN(CC2)C)=O)C(=N1)N1CCOCC1 1-[6-[[6-[(1R)-1-hydroxyethyl]-8-morpholin-4-ylpyrido[3,4-d]pyrimidin-2-yl]amino]pyridin-3-yl]-4-methylpiperazin-2-one